COC1=CC2=C(OC3=C2C=CC=C3C3=CC=CC=C3)C(=C1)N 2-methoxy-6-phenyldibenzo[b,d]furan-4-amine